BrC=1C(=NN(C1)C[2H])C1=NC=C(C=C1)F 2-(4-bromo-1-(methyl-d)-1H-pyrazole-3-yl)-5-fluoropyridine